N-((1S,3R)-3-(((2-((1-(2-cyanopropan-2-yl)-3-methyl-1H-pyrazol-4-yl)amino)-5-fluoropyrimidin-4-yl)oxy)methyl)cyclopentyl)acetamide C(#N)C(C)(C)N1N=C(C(=C1)NC1=NC=C(C(=N1)OC[C@H]1C[C@H](CC1)NC(C)=O)F)C